C(C)(C)(C)OC(NC1=CC=CC=2N=C3N(CCCC3)C21)=O benzo[4,5]imidazo[1,2-a]piperidin-9-ylcarbamic acid tert-butyl ester